C1(CCC1)N1CCN(CC1)C=1C=CC=2N(C(C=C(N2)C=2C=C(C=3N(C2)C=C(N3)C)CC)=O)C1 7-(4-cyclobutylpiperazin-1-yl)-2-(8-ethyl-2-methylimidazo[1,2-a]pyridin-6-yl)-4H-pyrido[1,2-a]pyrimidin-4-one